tert-butyl (2S,4S)-4-(7-bromo-8-chloro-4-(3-(dimethylamino)azetidin-1-yl)-6-fluoro-1H-imidazo[4,5-c]quinolin-1-yl)-2-(2-(tert-butoxy)-2-oxoethyl)piperidine-1-carboxylate BrC=1C(=CC=2C3=C(C(=NC2C1F)N1CC(C1)N(C)C)N=CN3[C@@H]3C[C@H](N(CC3)C(=O)OC(C)(C)C)CC(=O)OC(C)(C)C)Cl